CC1=C(C(=O)NC2CCN(CC2)C)C=CC(=C1)C=1OC2=C(C1)C=C1C(=C2)OCC(=CC1)C 2-Methyl-4-(7-methyl-5,8-dihydrooxepino[3,2-f]benzofuran-2-yl)-N-(1-methylpiperidin-4-yl)benzamide